(4-(5-chlorooxazolo[4,5-b]pyridin-2-yl)piperazin-1-yl)(4-ethynyl-3-(trifluoromethyl)phenyl)methanone ClC1=CC=C2C(=N1)N=C(O2)N2CCN(CC2)C(=O)C2=CC(=C(C=C2)C#C)C(F)(F)F